N-oleyl-β-aminobutyric acid C(CCCCCCC\C=C/CCCCCCCC)NC(CC(=O)O)C